(5-fluoro-3H-benzo[e]indol-2-yl)-(3-methoxy-phenyl)-methanone FC=1C2=C(C=3C=C(NC3C1)C(=O)C1=CC(=CC=C1)OC)C=CC=C2